C1(CCCC1)N1C(C(=CC2=C1N=C(N=C2)N[C@H]2CN(CCC2)S(=O)(=O)C)C#N)=O (R)-8-cyclopentyl-2-((1-(methylsulfonyl)piperidin-3-yl)amino)-7-oxo-7,8-dihydropyrido[2,3-d]pyrimidine-6-carbonitrile